N2,N4-bis((1-methylcyclopropyl)methyl)-6-(6-(trifluoromethyl)pyridin-2-yl)-1,3,5-triazine-2,4-diamine CC1(CC1)CNC1=NC(=NC(=N1)NCC1(CC1)C)C1=NC(=CC=C1)C(F)(F)F